5-chloro-N-(4,5-dihydro-1H-imidazol-2-yl)-2,1,3-benzothiadiazol ClC1=CC2=C(N(SN2)C=2NCCN2)C=C1